5-trifluoromethylfuran FC(C1=CC=CO1)(F)F